N-methyl-N-[(3R,4R)-4-methyl-3-piperidyl]-7H-pyrrolo[2,3-d]pyrimidin-4-amine cyanoacetate salt C(#N)CC(=O)O.CN(C=1C2=C(N=CN1)NC=C2)[C@H]2CNCC[C@H]2C